(4S)-3-(tert-butoxycarbonyl)-1,3-thiazolidine-4-carboxylic acid C(C)(C)(C)OC(=O)N1CSC[C@@H]1C(=O)O